L-leucine 2-ethylButyl ester C(C)C(COC([C@@H](N)CC(C)C)=O)CC